FC1CC2(C(CC(N2)=O)=O)CC1F 7,8-difluoro-1-azaspiro[4.4]nonane-2,4-dione